(1R,4R)-4-(4-(((R)-1-(4-bromothiophen-2-yl)ethyl)amino)-7-methoxy-2-methylquinazolin-6-yl)cyclohexane-1-carboxylic acid BrC=1C=C(SC1)[C@@H](C)NC1=NC(=NC2=CC(=C(C=C12)C1CCC(CC1)C(=O)O)OC)C